((2R,3R)-2,5-dimethyl-6-oxo-3,6-dihydro-2H-pyran-3-yl)carbamic acid tert-butyl ester C(C)(C)(C)OC(N[C@H]1[C@H](OC(C(=C1)C)=O)C)=O